N-[(2R)-1-Hydroxy-3-methoxypropan-2-yl]-3-oxo-2-(pyridin-3-yl)-6-[4-(trifluoromethyl)phenyl]-2,3-dihydropyridazine-4-carboxamide OC[C@H](COC)NC(=O)C=1C(N(N=C(C1)C1=CC=C(C=C1)C(F)(F)F)C=1C=NC=CC1)=O